C(CCC)C1=CC=C(C=C1)N(C1=CC=C(C=C1)NC1=CC=CC=C1)C1=CC=CC=C1 N,N'-(4-n-butylphenyl)-N,N'-diphenyl-1,4-phenylenediamine